C(C)C=1C=C2C=3C=C(C=CC3N(C2=CC1)C1=CC=C(C=C1)C(F)(F)F)C(=O)O 6-ethyl-9-[4-(trifluoromethyl)phenyl]-9H-carbazole-3-carboxylic acid